S(=O)(=O)([O-])C1=C(C=CC(=C1)S(=O)(=O)[O-])C=1C2=CC=C(C=C2[O+]=C2C=C(C=CC12)N(CC)CC)N(CC)CC.[Na+] sodium 9-(2,4-disulfonatophenyl)3,6-bis(diethylamino)xanthylium